(5R,7R)-2-cyclopropylsulfonyl-7-fluoro-5-phenyl-6,7-dihydro-5H-pyrrolo[1,2-b][1,2,4]triazole C1(CC1)S(=O)(=O)C=1N=C2N(N1)[C@H](C[C@H]2F)C2=CC=CC=C2